2,3,4,5,6-pentafluorophenyl 4-[(tert-butoxycarbonyl)(methyl)amino]butanoate C(C)(C)(C)OC(=O)N(CCCC(=O)OC1=C(C(=C(C(=C1F)F)F)F)F)C